2-METHYLPENT-2-ENOIC ACID CC(C(=O)O)=CCC